COC1=C2C=CC=NC2=C(C=C1)NC(=O)OC 5-Methoxy-8-{N-(methoxycarbonyl)amino}quinoline